C(C)N(C1=CC=C2C=C(C(OC2=C1)=O)/C=N/NC1=C2N=C(N(C2=NC=N1)C1=CC=CC2=CC=CC=C12)C=1SC=CC1)CC (E)-7-(diethylamino)-3-((2-(9-(naphthalene-1-yl)-8-(thiophene-2-yl)-9H-purin-6-yl)hydrazono)methyl)-2H-chromen-2-one